N-(2-(trifluoromethyl)pyridin-4-yl)pyrrolidine-2-carboxamide FC(C1=NC=CC(=C1)NC(=O)C1NCCC1)(F)F